1-methyl-3-ethylcyclohex-1-en CC1=CC(CCC1)CC